(R)-N-{(S)-[1-(bicyclo[1.1.1]pentan-1-yl)-1H-1,2,3-triazol-4-yl](2-methyl-1-oxo-1,2-dihydroisoquinolin-5-yl)methyl}-2-methylpropane-2-sulfonamide C12(CC(C1)C2)N2N=NC(=C2)[C@@H](NS(=O)(=O)C(C)(C)C)C2=C1C=CN(C(C1=CC=C2)=O)C